tri-tert-butyl (5S,12S,16S)-1-(9H-fluoren-9-yl)-5-[(2-methylphenyl)methyl]-3,6,14-trioxo-2-oxa-4,7,13,15-tetraazaoctadecane-12,16,18-tricarboxylate C1=CC=CC=2C3=CC=CC=C3C(C12)COC(N[C@H](C(NCCCC[C@H](NC(N[C@@H](CCC(=O)OC(C)(C)C)C(=O)OC(C)(C)C)=O)C(=O)OC(C)(C)C)=O)CC1=C(C=CC=C1)C)=O